CC(=CO)CCC1C(C(=CC1)C)(C)C 2-methyl-4-(2,2,3-trimethyl-3-cyclopenten-1-yl)butenol